C(C)OC(=O)C=1C(=NC2=CC(=CN=C2C1NC(CO[Si](C)(C)C(C)(C)C)(CCCC)C)F)NCC1=C(C=C(C=C1)OC)OC 4-((1-((tert-butyldimethylsilyl)oxy)-2-methylhex-2-yl)amino)-2-((2,4-dimethoxybenzyl)amino)-7-fluoro-1,5-naphthyridine-3-carboxylic acid ethyl ester